FC=1C=CC(=C(C1)C=1C=C2CC(C(C2=CC1)NC(O[C@@H]1CN2CCC1CC2)=O)(C)C)OC (S)-quinuclidin-3-yl (5-(5-fluoro-2-methoxyphenyl)-2,2-dimethyl-2,3-dihydro-1H-inden-1-yl)carbamate